C(C)NC1=CC2=C(C(N(CC23CC3)CC(=O)O)=O)S1 2-[2-(ethylamino)-7-oxo-spiro[5H-thieno[2,3-c]pyridine-4,1'-cyclopropane]-6-yl]acetic acid